[Si](C)(C)(C(C)(C)C)OCCCCC[C@H](CCC(F)(F)F)N[S@@](=O)C(C)(C)C (S)-N-((R)-9-((tert-butyldimethylsilyl)oxy)-1,1,1-trifluorononan-4-yl)-2-methylpropane-2-sulfinamide